C(CCCCCCC)OC1=CC(=CC(=N1)O)O 6-(octyloxy)pyridine-2,4-diol